[Si](C)(C)(C(C)(C)C)NS(=O)(=O)CC1=C(C(=O)OC)C=CC=C1 Methyl 2-((N-(tert-butyldimethylsilyl)sulfamoyl)methyl)benzoate